6,7-dimethyl-1H-naphtho[2,3-d]imidazole CC1=CC2=CC3=C(NC=N3)C=C2C=C1C